O1C(=CC=C1)CNC(C1=CN=CC(=C1)C1=CC=C(C=C1)C(=O)N1CCNCC1)=O N-(furan-2-ylmethyl)-5-(4-(piperazine-1-carbonyl)phenyl)nicotinamide